(2E)-3-(4-hydroxy-3-methoxyphenyl)-2-propenoic acid methyl ester COC(\C=C\C1=CC(=C(C=C1)O)OC)=O